2-sulfanylethanesulfonate SCCS(=O)(=O)[O-]